3-fluoro-5-(5-propylisoxazol-4-yl)benzoic acid FC=1C=C(C(=O)O)C=C(C1)C=1C=NOC1CCC